C(C1=CC=CC=C1)N1CCN(C2=CC=CC=C12)C(=O)N[C@H]1CN(CC1)C (R)-4-Benzyl-N-(1-methylpyrrolidin-3-yl)-3,4-dihydroquinoxaline-1(2H)-carboxamide